C(C)(C)(C)OC(=O)N[C@H](C)C1=CC=C2C(=N1)N(C(=C2)B(O)O)S(=O)(=O)C2=CC=CC=C2 (R)-(6-(1-((tert-butoxycarbonyl)amino)ethyl)-1-(phenylsulfonyl)-1H-pyrrolo[2,3-b]pyridin-2-yl)boronic acid